4-(8-Aminooctylamino)-2-(2,6-dioxo-3-piperidyl)isoindoline NCCCCCCCCNC1=C2CN(CC2=CC=C1)C1C(NC(CC1)=O)=O